CO[Si](CCCNCCN)(OC)OC N-(3-(trimethoxysilyl)propyl)ethylenediamine